CN1CN=CC=C1 dihydromethylpyrimidine